NC1=C(C(=O)OCC)C=C(C=C1)Cl ethyl 2-amino-5-chloro-benzoate